ClC1=CC2=C([C@H]3NC[C@@H](O2)C3)C=C1 (2S,5S)-8-chloro-2,3,4,5-tetrahydro-2,5-methanobenzo[f][1,4]oxazepine